COC=1C=C(C=CC1)C(CC(C)=O)=O 3-methoxyphenyl-1,3-butanedione